FC1=C(C=CC(=C1C)C(NC1=NC2=CC=CC=C2N=C1)=O)C1=NN2C(NC3=C(CC2)C=CC=C3)=C1C(=O)N 2-(2-fluoro-3-methyl-4-(quinoxalin-2-ylcarbamoyl)phenyl)-9,10-dihydro-4H-benzo[d]pyrazolo[1,5-a][1,3]diazepine-3-carboxamide